(S)-N-((R)-1-(6-amino-3-methyl-2-(trifluoromethyl)pyridin-4-yl)ethyl)-2-methylpropane-2-sulfinamide NC1=CC(=C(C(=N1)C(F)(F)F)C)[C@@H](C)N[S@@](=O)C(C)(C)C